5-methyl-N-(5-methyl-1H-pyrazol-3-yl)-2-(phenylthio)-6-(piperidin-1-yl)pyrimidin CC=1C=NC(N(C1N1CCCCC1)C1=NNC(=C1)C)SC1=CC=CC=C1